Cl.CN1CCN(CC1)C1=CC=C(C(=O)NC2=NNC3=CC(=CC=C23)OCCOCC2=CC=C(C=C2)C(F)(F)F)C=C1 4-(4-methyl-piperazin-1-yl)-N-{6-[2-(4-trifluoromethyl-benzyloxy)-ethoxy]-1H-indazol-3-yl}-benzamide hydrochloride